1-{1-(Cyclopentylmethyl)-5-[(2,5-difluorobenzyl)oxy]-1H-pyrazol-3-yl}-N-methylmethanamine Monocitrate C(CC(O)(C(=O)O)CC(=O)O)(=O)O.C1(CCCC1)CN1N=C(C=C1OCC1=C(C=CC(=C1)F)F)CNC